N1=CC(C2=CC=CC=C12)CCN(C)C 2-(3H-indol-3-yl)-N,N-dimethylethan-1-amine